4-(6-chloro-8-fluoro-4-((1R,5S)-8-isobutyl-3,8-diazabicyclo[3.2.1]octan-3-yl)-2-((tetrahydro-1H-pyrrolizin-7a(5H)-yl)meth-oxy)quinazolin-7-yl)-7-fluorobenzo[d]thiazol-2-amine ClC=1C=C2C(=NC(=NC2=C(C1C1=CC=C(C2=C1N=C(S2)N)F)F)OCC21CCCN1CCC2)N2C[C@H]1CC[C@@H](C2)N1CC(C)C